tris(dimethylamino)Phosphine CN(C)P(N(C)C)N(C)C